2,3-dihydrofuro[3,2-b]pyridine 4-oxide O1CCC2=[N+](C=CC=C21)[O-]